NC=1C=2N(C=CN1)C(=NC2C2=C(C=C(C(=O)NC1=NC=CC(=C1)OC)C=C2)F)N2CCC1(CCNC1=O)CC2 4-(8-amino-3-(1-oxo-2,8-diazaspiro[4.5]decan-8-yl)imidazo[1,5-a]pyrazin-1-yl)-3-fluoro-N-(4-methoxypyridin-2-yl)benzamide